1-THIOXO-2,4-DIHYDROTHIENO[2,3-E][1,2,4]TRIAZOLO[4,3-A]PYRIMIDIN-5(1H)-ONE S=C1NN=C2N1C1=C(C(N2)=O)SC=C1